4,5,6,7-tetrahydrobenzothiophene S1C=CC2=C1CCCC2